2-{6-azaspiro[2.5]oct-6-yl}-N-[8-(4,4-difluoropiperidin-1-yl)-3-methoxypyrido[3,4-c]pyridazin-6-yl]-4-iodobenzamide C1CC12CCN(CC2)C2=C(C(=O)NC1=CC3=C(N=NC(=C3)OC)C(=N1)N1CCC(CC1)(F)F)C=CC(=C2)I